6-(6-(((1S,3R,5R)-1-methyl-8-azabicyclo[3.2.1]octan-3-yl)thio)-1,2,4-triazin-3-yl)isoquinolin-7-ol C[C@@]12C[C@@H](C[C@@H](CC1)N2)SC2=CN=C(N=N2)C=2C=C1C=CN=CC1=CC2O